6-((2-((2-((tert-Butyldiphenylsilyl)oxy)ethyl)thio)ethyl)amino)undecane-1,11-diyl dicyclopentadecanecarboxylate C1(CCCCCCCCCCCCCC1)C(=O)OCCCCCC(CCCCCOC(=O)C1CCCCCCCCCCCCCC1)NCCSCCO[Si](C1=CC=CC=C1)(C1=CC=CC=C1)C(C)(C)C